(8-(4-amino-1,2-dimethyl-6-(trifluoromethyl)-1H-benzo[d]imidazol-5-yl)imidazo[1,5-a]pyridin-3-yl)(3,4,5-trifluorophenyl)methanone NC1=C(C(=CC=2N(C(=NC21)C)C)C(F)(F)F)C=2C=1N(C=CC2)C(=NC1)C(=O)C1=CC(=C(C(=C1)F)F)F